ethyl 1-(2-tolyl)-5-amino-1H-pyrazole-4-carboxylate C1(=C(C=CC=C1)N1N=CC(=C1N)C(=O)OCC)C